CCN\\1C2=CC=CC=C2S/C1=C\\C=C\\C=C\\C3=[N+](C4=CC=CC=C4S3)CC.[I-] The molecule is an organic iodide salt and a member of benzothiazoles. It has a role as a fluorochrome and an anthelminthic drug. It contains a dithiazanine.